NC1CCN(CC1)C1=NC=C(C=N1)OC1=NC(=CC(=C1)CN1CCC(CC1)CC(=O)O)C1=CC(=CC(=C1)Cl)Cl 2-(1-((2-((2-(4-amino-piperidin-1-yl)pyrimidin-5-yl)oxy)-6-(3,5-dichloro-phenyl)pyridin-4-yl)methyl)piperidin-4-yl)acetic acid